CC=1N=C(SC1)[Sn](CCCC)(CCCC)CCCC 4-methyl-2-(tributylstannyl)-1,3-thiazole